4-tert.-butylphenyl glycidyl ether C(C1CO1)OC1=CC=C(C=C1)C(C)(C)C